2-chloro-4,6-bis(2-naphthyl)-1,3,5-triazine ClC1=NC(=NC(=N1)C1=CC2=CC=CC=C2C=C1)C1=CC2=CC=CC=C2C=C1